4-methyl-1-[[(2R,3S)-6-oxo-2-phenyl-3-piperidyl]methyl]-5-[[2-[6-(2,2,2-trifluoroethyl)quinazolin-4-yl]-2,7-diazaspiro[3.5]nonan-7-yl]methyl]indole-2-carbonitrile CC1=C2C=C(N(C2=CC=C1CN1CCC2(CN(C2)C2=NC=NC3=CC=C(C=C23)CC(F)(F)F)CC1)C[C@H]1[C@@H](NC(CC1)=O)C1=CC=CC=C1)C#N